The molecule is an organic heterohexacyclic compound that is cladoniamide B in which the chlorine attached to the methoxy-bearing indole moiety is replaced by a hydrogen. It has been isolated from the culture broth of Streptomyces uncialis. It is a cladoniamide, an organic heterohexacyclic compound, an organochlorine compound, a dicarboximide, a tertiary alcohol and a diol. CN1C(=O)[C@@]2(C3=C(C4=C(C5=CC=CC=C5N4[C@@]2(C1=O)O)OC)NC6=C3C=C(C=C6)Cl)O